O1CCC(CC1)CC1=C(C=CC=C1)C1CCN(CC1)[C@H]1CC2(CN(C2)C(=O)OC(C)(C)C)CC1 tert-butyl (R)-6-(4-(2-((tetrahydro-2H-pyran-4-yl) methyl) phenyl) piperidin-1-yl)-2-azaspiro[3.4]octane-2-carboxylate